2-(3-bromo-2-(methoxymethyl)phenyl)-5-methyl-1,3,4-oxadiazole BrC=1C(=C(C=CC1)C=1OC(=NN1)C)COC